ClC=1C=NC(=C(C(=O)NC2CCC(CC2)CN2C(N(C3=C2C=CC=C3)C=3C=NC(=CC3)OCC(=O)NC)=O)C1)C(F)F 5-chloro-2-(difluoromethyl)-N-((1r,4r)-4-((3-(6-(2-(methylamino)-2-oxoethoxy)pyridin-3-yl)-2-oxo-2,3-dihydro-1H-benzo[d]imidazol-1-yl)methyl)cyclohexyl)nicotinamide